NC=1C=C(C=C2C=C(C=C(C12)S(=O)(=O)O)S(=O)(=O)O)S(=O)(=O)O.NC=1C=C(C=C2C=C(C=C(C12)S(=O)(=O)O)S(=O)(=O)O)S(=O)(=O)O 8-aminonaphthalene-1,3,6-trisulfonic acid (8-aminonaphthalene-1,3,6-trisulphonate)